CC1OCCN(C1)C1=CC=CC(=N1)NC(C1=C(N=CC=C1)N1CCC2(CC2)CC1)=O N-(6-(2-methylmorpholino)pyridin-2-yl)-2-(6-azaspiro[2.5]octan-6-yl)nicotinamide